P(=O)(OC1=C2C(=CNC2=CC=C1)CCN(C)C)([O-])[O-] [3-(2-dimethylaminoethyl)-1H-indol-4-yl] phosphate